BrC=1C(=NC(=NC1N1N=CC=C1)N1N=CC=C1)N 5-bromo-2,6-bis(1H-pyrazol-1-yl)pyrimidin-4-amine